CC1OCCC1C(=O)O 2-methyltetrahydrofuran-3-carboxylic acid